6-[(2,6-difluoro-4-pyridyl)amino]-3-methoxy-N-(1-methylcyclopentyl)pyridine-2-carboxamide FC1=NC(=CC(=C1)NC1=CC=C(C(=N1)C(=O)NC1(CCCC1)C)OC)F